2-aminopimeloate NC(C(=O)[O-])CCCCC(=O)[O-]